F[C@H]1[C@@](COC1)(C)N1CCC(CC1)C=1C=C2C=C(N=CC2=CC1C)NC(=O)[C@H]1[C@@H]([C@@H]1C=1C=NN(C1)C)C (1S,2R,3S)-N-(6-(1-((3S,4S)-4-fluoro-3-methyltetrahydrofuran-3-yl)piperidin-4-yl)-7-methylisoquinolin-3-yl)-2-methyl-3-(1-methyl-1H-pyrazol-4-yl)cyclopropane-1-carboxamide